FC1=C(C=CC(=C1)B1OC(C(O1)(C)C)(C)C)NC(C1=CC(=NC=C1)C)=O N-(2-fluoro-4-(4,4,5,5-tetramethyl-1,3,2-dioxaborolan-2-yl)phenyl)-2-methyl-isonicotinamide